N-((R)-1-(3-(difluoromethyl)-2-fluorophenyl)ethyl)-1-(1-(fluoromethyl)cyclopropyl)-4-(((1R,5s,8R)-3-methyl-3-azabicyclo[3.2.1]oct-8-yl)amino)-6-oxo-1,6-dihydropyridine-3-carboxamide FC(C=1C(=C(C=CC1)[C@@H](C)NC(=O)C1=CN(C(C=C1NC1[C@H]2CN(C[C@@H]1CC2)C)=O)C2(CC2)CF)F)F